CC=1N(C(C2=C(N1)C(=NC(=N2)N2C[C@@H](OCC2)C=2C=NN(C2)C)C2=C(C=C(C(=C2)F)F)F)=O)C 2,3-dimethyl-6-[(2S)-2-(1-methyl-1H-pyrazol-4-yl)morpholin-4-yl]-8-(2,4,5-trifluorophenyl)-3H,4H-pyrimido[5,4-d][1,3]diazin-4-one